1-(4-(6-chloro-4-(difluoromethoxy)pyridin-3-yl)-1H-pyrazol-1-yl)propan-2-one ClC1=CC(=C(C=N1)C=1C=NN(C1)CC(C)=O)OC(F)F